CC(=CCNC1=C2C(=NC(=S)N1)N(C=N2)[C@H]3[C@@H]([C@@H]([C@H](O3)COP(=O)(O)O)O)O)C The molecule is a purine ribonucleoside 5'-monophosphate that is AMP substituted at C-2 by a thio group and at N-6 by a dimethylallyl group. It is a purine ribonucleoside 5'-monophosphate and an aryl thiol. It derives from an adenosine 5'-monophosphate.